O=C1N(CCC12CN(CCC2)C(=O)OC(C)(C)C)C2=NC(=CC=C2)C(F)(F)F tert-butyl 1-oxo-2-[6-(trifluoromethyl)pyridin-2-yl]-2,7-diazaspiro[4.5]decane-7-carboxylate